5-(1-cyclopropyl-5,6-difluoro-1H-benzo[d]imidazol-2-yl)-N,N-dimethylpyridazin-3-amine C1(CC1)N1C(=NC2=C1C=C(C(=C2)F)F)C=2C=C(N=NC2)N(C)C